methyl 2-(difluoromethyl)-4-(5-fluoro-4-(1-fluoroethyl) pyridin-3-yl)-5-oxo-1,4,5,7-tetrahydrofuro[3,4-b]pyridine-3-carboxylate FC(C1=C(C(C2=C(N1)COC2=O)C=2C=NC=C(C2C(C)F)F)C(=O)OC)F